rac-tert-Butyl 2'-fluoro-5'-(((1R,2R,3S,4S)-3-((4-fluoro-3-((trifluoromethyl)sulfonyl)phenyl)carbamoyl)bicyclo[2.2.1]hept-5-en-2-yl)carbamoyl)-4'-methoxy-[1,1'-biphenyl]-4-carboxylate FC1=C(C=C(C(=C1)OC)C(N[C@@H]1[C@H]2C=C[C@@H]([C@@H]1C(NC1=CC(=C(C=C1)F)S(=O)(=O)C(F)(F)F)=O)C2)=O)C2=CC=C(C=C2)C(=O)OC(C)(C)C |r|